C(CC)C(COCC(C[N+]1=CC2=CC=CC=C2CC1)OS(=O)(=O)O)CCCCC 3,4-dihydro-2-[3-[(2-propylheptyl)oxy]-2-(sulfooxy)propyl]isoquinolinium